2-amino-4-methoxy-5-(3-(3-methoxybenzamido)propoxy)benzoic acid methyl ester COC(C1=C(C=C(C(=C1)OCCCNC(C1=CC(=CC=C1)OC)=O)OC)N)=O